(4-hydroxybenzoyl)-3-Nitrobenzenesulfonohydrazide OC1=CC=C(C(=O)C2=C(C=CC=C2[N+](=O)[O-])S(=O)(=O)NN)C=C1